O=C1NC(CCC1N1C(C2=CC=CC(=C2C1)NC1CCC(CC1)CNC(OC(C)(C)C)=O)=O)=O tert-butyl (((1R,4R)-4-((2-(2,6-dioxopiperidin-3-yl)-1-oxoisoindolin-4-yl)amino)cyclohexyl) methyl)carbamate